C(C)N1C(C(=CC=C1)C(=O)NC=1C(=CC=2N(C1)C=C(N2)CCC(C)(C)O)OC)=O 1-ethyl-N-[2-(3-hydroxy-3-methyl-butyl)-7-methoxy-imidazo[1,2-a]pyridin-6-yl]-2-oxo-pyridine-3-carboxamide